bis(1-naphthyl)phosphine C1(=CC=CC2=CC=CC=C12)PC1=CC=CC2=CC=CC=C12